NC[C@H](C1=CC(=CC=C1)Cl)NC(=O)C=1N=CN(C1)C1=NC(=NC=C1C)NC1CC(C1)(F)F (S)-N-(2-amino-1-(3-chlorophenyl)ethyl)-1-(2-((3,3-difluorocyclobutyl)amino)-5-methylpyrimidin-4-yl)-1H-imidazole-4-amide